phthalimidozinc C1(C=2C(C(N1[Zn])=O)=CC=CC2)=O